N1-(4-amino-1,3-dihydrofuro[3,4-c]pyridin-7-yl)-N2-(benzo[d]thiazol-5-ylmethyl)-N2-(cyclobutylmethyl)oxalamide NC1=NC=C(C2=C1COC2)NC(C(=O)N(CC2CCC2)CC=2C=CC1=C(N=CS1)C2)=O